N1=C(C=C2N1C=CC=C2)C2N(CCC1=C2N=CN1)C1=NC=C(C=N1)C(=O)O 2-(4-(pyrazolo[1,5-a]pyridin-2-yl)-1,4,6,7-tetrahydro-5H-imidazo[4,5-c]pyridin-5-yl)pyrimidine-5-carboxylic acid